4,4'-thiodiphenyl diphosphate O1P(OC2=CC=C(C=C2)SC2=CC=C1C=C2)(=O)OP(=O)([O-])[O-]